C(C)N(CCC)CCC1=CNC2=C(C=CC=C12)F N-ethyl-N-(2-(7-fluoro-1H-indol-3-yl)ethyl)propan-1-amine